(1-methoxy-2-methyl-prop-1-enoxy)-trimethyl-monosilane COC(=C(C)C)O[Si](C)(C)C